tert-butyl (S)-5-amino-4-(4-((4-(chloromethyl)-2-fluorobenzyl)amino)-1,3-dioxoisoindolin-2-yl)-5-oxopentanoate NC([C@H](CCC(=O)OC(C)(C)C)N1C(C2=CC=CC(=C2C1=O)NCC1=C(C=C(C=C1)CCl)F)=O)=O